2-((3R,4R,6R)-4-(4-fluoro-2-methoxyphenyl)-6-methyl-6-(trifluoromethyl)tetrahydro-2H-pyran-3-yl)-4-oxo-1,4-dihydro-1,6-naphthyridine 6-oxide FC1=CC(=C(C=C1)[C@H]1[C@@H](CO[C@](C1)(C(F)(F)F)C)C=1NC2=CC=[N+](C=C2C(C1)=O)[O-])OC